7-cyclohexylmethyl-3-(2-methylbenzyl)-2,3,6,7,8,9-hexahydroimidazo[1,2-a]pyrido[3,4-e]pyrimidin-5(1H)-one C1(CCCCC1)CN1CC=2C(N=C3N(C2CC1)CCN3CC3=C(C=CC=C3)C)=O